N-cyclopropylmethyl-N-((2-methylthiazol-5-yl)methyl)-6-methoxy-3-nitropyridin-2-amine C1(CC1)CN(C1=NC(=CC=C1[N+](=O)[O-])OC)CC1=CN=C(S1)C